(3,5-difluoro-4-(3-(1-methyl-1H-pyrazol-4-yl)-1H-pyrazolo[3,4-c]pyridin-5-yl)benzyl)pyridin-2-amine FC=1C=C(CC=2C(=NC=CC2)N)C=C(C1C=1C=C2C(=CN1)NN=C2C=2C=NN(C2)C)F